ClC=1C=CC(=C(C1)C1N(CCOC1)C(=O)OC(C)(C)C)CN1C(NC(C2=C1C=CN2)=O)=S tert-Butyl 3-(5-chloro-2-((4-oxo-2-thioxo-2,3,4,5-tetrahydro-1H-pyrrolo[3,2-d]pyrimidin-1-yl)methyl)phenyl)morpholine-4-carboxylate